2-amino-5-bromo-6-(formamidomethyl)pyridine-3-carboxylic acid methyl ester COC(=O)C=1C(=NC(=C(C1)Br)CNC=O)N